C(C1=CC=CC=C1)OC(C(C(=O)NNC(=O)OC(C)(C)C)(C)C)=O tert-butyl 2-(3-(benzyloxy)-2,2-dimethyl-3-oxopropanoyl)hydrazine-1-carboxylate